C(#N)C1=CC=C(CNC(=O)C2=NN(C=3C(N(CCC32)CC3(CC3)S(=O)(=O)C3COC3)=O)C)C=C1 N-(4-Cyanobenzyl)-1-methyl-6-((1-(oxetan-3-ylsulfonyl)cyclopropyl)methyl)-7-oxo-4,5,6,7-tetrahydro-1H-pyrazolo[3,4-c]pyridine-3-carboxamide